NC1=CC=CC(=N1)S(=O)(=O)NC(=O)C=1C(=NC(=CC1)C=1C=NC(=CC1)OC(C)C)N1C(C(CC1C)C)C N-[(6-Amino-2-pyridyl)sulfonyl]-6-(6-isopropoxy-3-pyridyl)-2-(2,3,5-trimethylpyrrolidin-1-yl)pyridin-3-carboxamid